COC1=C(C=C2C=CC(=NC2=C1)C)C1=CN=C(N1)[C@H](COCCCC(=O)C1=NOC(=C1)C)NC(=O)[C@H]1CC12CCN(CC2)C (1S)-N-{(1R)-1-[5-(7-methoxy-2-methylquinolin-6-yl)-1H-imidazol-2-yl]-2-[4-(5-methylisoxazol-3-yl)-4-oxobutoxy]ethyl}-6-methyl-6-azaspiro[2.5]octane-1-carboxamide